4-(aminomethyl)-6-(1-(2-hydroxyethyl)-1H-pyrazol-4-yl)phthalazin-1(2H)-one NCC1=NNC(C2=CC=C(C=C12)C=1C=NN(C1)CCO)=O